COC=1C=C(C=C(C1)C1=CC=C(C=C1)O)O 5-methoxy-[1,1'-biphenyl]-3,4'-diol